7-(1H-pyrazol-4-yl)quinoline N1N=CC(=C1)C1=CC=C2C=CC=NC2=C1